tert-butyl (2-oxo-1,2,3,4-tetrahydro-1,6-naphthyridin-3-yl)carbamate O=C1NC2=CC=NC=C2CC1NC(OC(C)(C)C)=O